4-(8-hydroxy-5-quinolylazo)phenanthroline benzenesulfonate C1(=CC=CC=C1)S(=O)(=O)O.OC=1C=CC(=C2C=CC=NC12)N=NC1=CC=NC2=C3N=CC=CC3=CC=C12